COC1=C(C=CC(=C1)C=1C=NN(C1)CCOC)NCC#CC=1N(C=2C=CC=C(C2C1)NC1CCN(CC1)C)CC(F)(F)F 2-[3-({2-methoxy-4-[1-(2-methoxyethyl)-1H-pyrazol-4-yl]phenyl}amino)prop-1-yn-1-yl]-N-(1-methylpiperidin-4-yl)-1-(2,2,2-trifluoroethyl)-1H-indol-4-amine